(R)-7-Cyclobutyl-3-((1,1-dioxido-2,3-dihydrothiophen-3-yl)carbamoyl)-2-oxo-1,2-dihydroquinoline-8-carboxylic acid C1(CCC1)C1=CC=C2C=C(C(NC2=C1C(=O)O)=O)C(N[C@H]1CS(C=C1)(=O)=O)=O